S1C2=C(C=C1C1=NC=CC=C1)C=CC=C2 2-benzo[b]thiophen-2-yl-pyridine